CN(CCNCC1=C(C(=CC(=C1)CC)OC)O)C 2-(2-dimethylaminoethyl)aminomethyl-4-ethyl-6-methoxyphenol